N(=[N+]=[N-])C=1C=C(C(C(=O)NCCSSCCNC(C=2C(O)=CC(=CC2)N=[N+]=[N-])=O)=CC1)O bis(β-[4-azidosalicylamido]-ethyl) disulphide